tetrachloroethene ClC(=C(Cl)Cl)Cl